N1C(=CC=2C=NC=CC21)CNC(CN2C(=NN=C(C2=O)N[C@H](C)C2=CC1=C(OC3=C1C=CC=C3)C=C2)C2=C(C=CC=C2)F)=O (R)-N-((1H-pyrrolo[3,2-c]pyridine-2-yl)methyl)-2-(6-((1-(dibenzo[b,d]furan-2-yl)ethyl)amino)-3-(2-fluorophenyl)-5-oxo-1,2,4-triazin-4(5H)-yl)acetamide